D-7-hydroxy-1,2,3,4-tetrahydroisoquinoline-3-carboxylic acid OC1=CC=C2C[C@@H](NCC2=C1)C(=O)O